methyl-1,2,3,5,6,7-hexahydro-s-indacene CC1CCC2=CC=3CCCC3C=C12